tri(dodecyl-dimethyl-aminoacetoxy)Diethylenetriamine Trichloride [Cl-].[Cl-].[Cl-].C(CCCCCCCCCCC)NC(C(=O)OC(N(OC(C(C)(C)NCCCCCCCCCCCC)=O)OC(C(C)(C)NCCCCCCCCCCCC)=O)CNCCN)(C)C